2-pentylheptyl-5-bromopentanoic acid C(CCCC)C(CC(C(=O)O)CCCBr)CCCCC